C=1N=CN2C1C1=CC=CC=C1[C@H]2[C@H](O)C2=CC=NC=C2 (R)-((S)-5H-imidazo[5,1-a]isoindol-5-yl)(pyridin-4-yl)methanol